FC1=C(C(=C(C(=C1[B-](C1=C(C(=C(C(=C1F)F)F)F)F)(C1=C(C(=C(C(=C1F)F)F)F)F)C1=C(C(=C(C(=C1F)F)F)F)F)F)F)F)F.CC1=C([NH3+])C(=CC(=C1)C)C 2,4,6-trimethylanilinium tetrakis(pentafluorophenyl)borate